4-(3-chlorophenyl)thiazole ClC=1C=C(C=CC1)C=1N=CSC1